N-(2-chloro-4,6-difluorophenyl)-5-fluoro-4-(3-oxo-6,7-dihydro-3H,5H-[1,2,4]triazolo[3,4-c][1,4]oxazepin-2(9H)-yl)-2-{[(2S)-1,1,1-trifluoropropan-2-yl]oxy}benzamide ClC1=C(C(=CC(=C1)F)F)NC(C1=C(C=C(C(=C1)F)N1N=C2COCCCN2C1=O)O[C@H](C(F)(F)F)C)=O